2-(N-decyl-N,N-dimethylammonio)acetate C(CCCCCCCCC)[N+](C)(C)CC(=O)[O-]